(2-(naphthalen-2-yl)ethyl)silane C1=C(C=CC2=CC=CC=C12)CC[SiH3]